COC1=CC=C(C(=O)O[C@@H](C(=O)O)[C@H](C(=O)O)OC(C2=CC=C(C=C2)OC)=O)C=C1 (2R,3R)-2,3-bis[(4-methoxybenzoyl)oxy]butanedioic acid